N1C(=NC=C1)[C@H](C)NC(=O)C1=CC2=CC=CC(=C2C=C1)C1=CC=C(C=C1)C(F)(F)F (S)-N-(1-(1H-imidazol-2-yl)ethyl)-5-(4-(trifluoromethyl)phenyl)-2-naphthamide